NC1=C(C=C(C=C1)Cl)N1C(=CC2=CC=CC=C12)C=1C(N(C(C1)=O)C)=O 3-(1-(2-Amino-5-chlorophenyl)-1H-indol-2-yl)-1-methyl-1H-pyrrole-2,5-dione